ethyl {5'-chloro-3'-fluoro-2'-[(5-methylpyridine-3-sulfonyl)amino][1,1'-biphenyl]-4-yl}acetate ClC=1C=C(C(=C(C1)C1=CC=C(C=C1)CC(=O)OCC)NS(=O)(=O)C=1C=NC=C(C1)C)F